CS(=O)(=O)C=1C=C(C=CC1)C1=NN2C=NC=3C=CC=CC3C2=N1 2-[3-(methanesulfonyl)phenyl][1,2,4]triazolo[1,5-c]quinazolin